C(C)OC(COC1=C(C(=O)OC)C=C(C=C1)Cl)=O Methyl 2-(2-ethoxy-2-oxoethoxy)-5-chlorobenzoate